ClC1=C(C(=CC=C1Cl)OC)C1CCCN1 5-(2,3-dichloro-6-methoxyphenyl)pyrrolidine